N-{1-[2-(1-{4-[(3R)-2,6-DIOXOPIPERIDIN-3-YL]PHENYL}PIPERIDIN-4-YL)ETHYL]PIPERIDIN-4-YL}-1-[6-(2-HYDROXYPHENYL)PYRIDAZIN-4-YL]-4-PHENYL-N-PROPYLPIPERIDINE-4-CARBOXAMIDE O=C1NC(CC[C@@H]1C1=CC=C(C=C1)N1CCC(CC1)CCN1CCC(CC1)N(C(=O)C1(CCN(CC1)C1=CN=NC(=C1)C1=C(C=CC=C1)O)C1=CC=CC=C1)CCC)=O